COCC(C1=CC=CC=C1)NCCCCN1N=CC=C(C1=O)C1=CC=CC=C1 2-(4-((2-Methoxy-1-phenylethyl)amino)butyl)-4-phenylpyridazin-3(2H)-on